10-((2R,3S,4R,5R,6R)-4,5-bis(benzyloxy)-6-((benzyloxy)methyl)-3-nitrotetrahydro-2H-pyran-2-yl)dec-9-yn-1-ol C(C1=CC=CC=C1)O[C@@H]1[C@H]([C@H](O[C@@H]([C@@H]1OCC1=CC=CC=C1)COCC1=CC=CC=C1)C#CCCCCCCCCO)[N+](=O)[O-]